(Z)-4-amino-N-(3-bromo-4-fluorophenyl)-N'-hydroxy-1,2,5-oxadiazol-3-amidine NC=1C(=NON1)/C(=N/O)/NC1=CC(=C(C=C1)F)Br